C(C)C1=NOC=C1C(=O)N[C@H](C(=O)NC1=CC=C(C=C1)C=1C(=[N+](C=CC1C)[O-])C)C1CCC(CC1)C(F)(F)F 3-(4-((S)-2-(3-ethylisoxazole-4-carboxamido)-2-((1r,4S)-4-(trifluoromethyl)cyclohexyl)acetamido)phenyl)-2,4-dimethylpyridine 1-oxide